6-chloro-6'-fluoro-N-methyl-[2,4'-bipyridine]-2'-carboxamide ClC1=CC=CC(=N1)C1=CC(=NC(=C1)F)C(=O)NC